(dl)-N-Acetylcystein C(C)(=O)N[C@@H](CS)C(=O)O